ClC=1C=C2C3=C(N(C2=C(C1)C=1C(=NN(C1C)C)C)CC(F)(F)F)C=NC=C3 6-Chloro-9-(2,2,2-trifluoro-ethyl)-8-(1,3,5-trimethyl-1H-pyrazol-4-yl)-9H-pyrido[3,4-b]indole